bromopyrazolo[1,5-a][1,3,5]triazin BrC1=NC=2N(C=N1)N=CC2